NC1=NN2C(C=C(C=C2)C=2C(=C(C(=O)NCC(C([2H])(O)C3=CC=C(C=C3)C(F)F)(F)F)C(=CC2)Cl)F)=N1 (2-amino-[1,2,4]triazolo[1,5-a]pyridin-7-yl)-6-chloro-N-(3-(4-(difluoromethyl)phenyl)-2,2-difluoro-3-hydroxypropyl-3-d)-2-fluorobenzamide